norcarene C12=CCCCC1C2